Natrium 2-mercaptobenzothiazol SC=1SC2=C(N1)C=CC=C2.[Na]